(S)-1-(9-(1-((benzyloxy)methyl)-2-oxabicyclo[2.2.2]oct-4-yl)-5-methyl-5,6-dihydroimidazo[1,5-a]pyrazolo[5,1-c]pyrazin-3-yl)ethan-1-one C(C1=CC=CC=C1)OCC12OCC(CC1)(CC2)C2=NN1C(C=3N([C@H](C1)C)C(=NC3)C(C)=O)=C2